5-fluoro-4-(8-fluoroquinolin-6-yl)-N-(piperidin-4-yl)pyrimidin-2-amine FC=1C(=NC(=NC1)NC1CCNCC1)C=1C=C2C=CC=NC2=C(C1)F